1,2,3,4,6,7-naphthalenehexacarboxylic acid C1(=C(C(=C(C2=CC(=C(C=C12)C(=O)O)C(=O)O)C(=O)O)C(=O)O)C(=O)O)C(=O)O